C(C)OC1=C(C=CC(=C1)F)S(=O)(=O)N 2-ethoxy-4-fluoro-benzenesulfonamide